9-(3-hydroxyphenyl)-9H-carbazole-3-carbonitrile OC=1C=C(C=CC1)N1C2=CC=CC=C2C=2C=C(C=CC12)C#N